The molecule is a phosphatidylcholine O-40:2 in which the alkyl and acyl groups at positions 1 and 2 are octadecyl and (13Z,16Z)-docosadienoyl respectively. It is a phosphatidylcholine O-40:2 and a 2-acyl-1-alkyl-sn-glycero-3-phosphocholine. It derives from a (13Z,16Z)-docosadienoic acid. CCCCCCCCCCCCCCCCCCOC[C@H](COP(=O)([O-])OCC[N+](C)(C)C)OC(=O)CCCCCCCCCCC/C=C\\C/C=C\\CCCCC